1-(2-hydroxy-4-methoxyphenyl)-3-(pyridin-2-yl)propan-1-one OC1=C(C=CC(=C1)OC)C(CCC1=NC=CC=C1)=O